C(NCCCCCCCCCCCCCCCC(=O)[O-])(=O)[O-] azaoctadecane-1,18-dioate